6-(cyclopropanecarboxamido)-4-((2-methoxy-3-(5,6,7,8-tetrahydro-[1,2,4]triazolo[1,5-a]pyrazin-2-yl)phenyl)amino)-N-(methyl-d3)pyridazine-3-carboxamide C1(CC1)C(=O)NC1=CC(=C(N=N1)C(=O)NC([2H])([2H])[2H])NC1=C(C(=CC=C1)C1=NN2C(CNCC2)=N1)OC